4-[5-(4-Fluoro-3-methyl-phenyl)-6-(methoxymethyl)-1H-pyrrolo[2,3-f]indazol-7-yl]benzoic acid FC1=C(C=C(C=C1)N1C(=C(C2=C1C=C1C=NNC1=C2)C2=CC=C(C(=O)O)C=C2)COC)C